4-(3-fluoro-4-morpholinophenyl)-3-methyl-4-oxobutanoic acid ethyl ester C(C)OC(CC(C(=O)C1=CC(=C(C=C1)N1CCOCC1)F)C)=O